COC(=O)C=1C=C(C=C(C(=O)O)C1)C(=O)O 5-(methoxycarbonyl)isophthalic acid